4-(4-amino-5-chloro-2,3-dihydrobenzofuran-7-carboxamido)-3,5-dihydroxy-1-(3-methoxypropyl)piperidine-1-oxide NC1=C(C=C(C2=C1CCO2)C(=O)NC2C(C[N+](CC2O)(CCCOC)[O-])O)Cl